Cl.FC1=C(CNC=2C=3N(N=C(C2)SC2CCNCC2)C(=CN3)C(C)C)C(=CC=C1)F N-(2,6-difluorobenzyl)-3-isopropyl-6-(piperidin-4-ylthio)imidazo[1,2-b]pyridazin-8-amine hydrochloride